CS(=O)(=O)C1=CC=C(OC[C@@H]2CN(C[C@H]2C)CCC=2C=C(C#N)C=C(C2)C)C=C1 3-{2-[(3S,4S)-3-[(4-methylsulfonylphenoxy)methyl]-4-methylpyrrolidin-1-yl]ethyl}-5-methylbenzonitrile